(1R,3S)-3-butyl-6-methoxy-1-(1-methyl-1H-pyrazol-3-yl)-1,2,3,4-tetrahydroisoquinoline C(CCC)[C@@H]1N[C@H](C2=CC=C(C=C2C1)OC)C1=NN(C=C1)C